N-(2,3-Difluorophenyl)-1-Methyl-4-[1-Methyl-5-(Trifluoromethyl)Pyrazol-3-Yl]-2-Thioxo-Pyrrolidine-3-Carboxamide FC1=C(C=CC=C1F)NC(=O)C1C(N(CC1C1=NN(C(=C1)C(F)(F)F)C)C)=S